C(C1=CC=CC=C1)OC1=C(N(C=CC1=O)C[C@@H](O)C1=C(C=CC=C1)OC)C (S)-3-(benzyloxy)-1-(2-(2-methoxyphenyl)-2-hydroxyethyl)-2-methylpyridin-4(1H)-one